(S)-3-chloro-5-(4-(3-fluoropyrrolidin-1-yl)phenyl)pyridin-2-amine ClC=1C(=NC=C(C1)C1=CC=C(C=C1)N1C[C@H](CC1)F)N